C(C1=CC=CC=C1)O[C@@H]1CC[C@H](CC1)C(=O)O trans-4-(benzyloxy)cyclohexanecarboxylic acid